C1(=CC(=CC=C1)NC1=NC=NC2=CC=C(C=C12)C(C(=O)N)=C)C (4-m-Tolylamino-quinazolin-6-yl)-acrylamide